2-((diphenyl-phosphoryl)thio)succinic acid C1(=CC=CC=C1)P(=O)(C1=CC=CC=C1)SC(C(=O)O)CC(=O)O